2,5-dimethoxy-4-chlorodiacetylaniline COC1=C(N(C(C)=O)C(C)=O)C=C(C(=C1)Cl)OC